ClC=1C(=NC=C(C1)N)NC 3-chloro-N2-methylpyridine-2,5-diamine